N-((R)-8,9-difluoro-6-oxo-1,4,5,6-tetrahydro-2H-pyrano[3,4-c]isoquinolin-1-yl)-6-fluoro-4-((S)-1-hydroxyethyl)-N-methyl-1H-indole-2-carboxamide FC=1C(=CC=2C3=C(NC(C2C1)=O)COC[C@@H]3N(C(=O)C=3NC1=CC(=CC(=C1C3)[C@H](C)O)F)C)F